CN1N=CC=2C1=NC(=CC2N2CC1=C(CC2)N(N=C1C)CC12CCC(CC1)(CC2)N2[C@H](COCC2)C)C (S)-4-(4-((5-(1,6-dimethyl-1H-pyrazolo[3,4-b]pyridin-4-yl)-3-methyl-4,5,6,7-tetrahydro-1H-pyrazolo[4,3-c]pyridin-1-yl)methyl)bicyclo[2.2.2]oct-1-yl)-3-methylmorpholine